4,7-dihydroxy-1-indenone OC1=C2C=CC(C2=C(C=C1)O)=O